NC1=CC=C(C=C1)C(C(=O)N)CC1=NC(=C(C(=C1C#N)CC)C#N)N1CCN(CCC1)C 2-(4-aminophenyl)-3-(3,5-dicyano-4-ethyl-6-(4-methyl-1,4-diazepan-1-yl)pyridin-2-yl)propanamide